C1C2N(CCN1CCC(=O)N1CCC(CC1)=O)CCC2 1-(3-(hexahydropyrrolo[1,2-a]pyrazin-2(1H)-yl)propanoyl)piperidin-4-one